OC1=C(C(=CC(=C1)C(F)(F)F)C)C=1C=CC=2C(N1)=NN(C2)C[C@@H]2CC(NC2)=O (R)-4-((6-(2-hydroxy-6-methyl-4-(trifluorometh-yl)phenyl)-2H-pyrazolo[3,4-b]pyridin-2-yl)meth-yl)pyrrolidin-2-one